C(C)(C)(C)OC(=O)N1CC(CC1)C1=C(C(=C(C=C1)F)C(=O)OC)F 3-(2,4-Difluoro-3-(methoxycarbonyl)phenyl)pyrrolidine-1-carboxylic acid tert-butyl ester